N[C@@H]1CN(CCC1)C(=O)C=1C=NC(=CC1)COC1=CC=C(C=C1)C=1N=C(OC1C)CC1=CC(=CC=C1)Cl (S)-(3-Aminopiperidin-1-yl)(6-((4-(2-(3-chlorobenzyl)-5-methyloxazol-4-yl)phenoxy)methyl)pyridin-3-yl)methanone